ClCC(CC)CC chloro-2-ethylbutane